2-(methyl-sulfinyl)benzoic acid CS(=O)C1=C(C(=O)O)C=CC=C1